FC=1C=C(C=C(C1)F)C=1C(=NC(=NC1)NC=1C=NN(C1)C([2H])([2H])[2H])NC=1C=C(C=CC1F)NC(\C=C\CN(C)C)=O (E)-N-(3-((5-(3,5-difluorophenyl)-2-((1-(methyl-d3)-1H-pyrazol-4-yl)amino)pyrimidin-4-yl)amino)-4-fluorophenyl)-4-(dimethylamino)but-2-enamide